CN(C(CN1N=C(C=C1C(=O)N[C@@H](C)C1=NC(=NO1)C1=CC(=NC=C1)OC(C)C)C(F)(F)F)=O)C (S)-1-(2-(dimethylamino)-2-oxoethyl)-N-(1-(3-(2-isopropoxypyridin-4-yl)-1,2,4-oxadiazol-5-yl)ethyl)-3-(trifluoromethyl)-1H-pyrazole-5-carboxamide